C(CCCCCCCCCC(C)C)OC#N isotridecylcyanate